5,5'-bitetrazole thorium(IV) [Th+4].N1=NN=NC1=C1N=NN=N1